2-(3-bromophenyl)-4-methyl-7-(trifluoromethyl)quinoline BrC=1C=C(C=CC1)C1=NC2=CC(=CC=C2C(=C1)C)C(F)(F)F